iodo-phenethylhydrazine IN(N)CCC1=CC=CC=C1